NC(CC(=O)O)CC1=CC(=CC=C1)Cl l-3-amino-4-(3-chlorophenyl)-butyric acid